6-chloro-N-(4-chloro-3-methyl-1,2-thiazol-5-yl)-7-[1-(oxetan-3-yl)piperidin-4-yl]quinazolin-2-amine ClC=1C=C2C=NC(=NC2=CC1C1CCN(CC1)C1COC1)NC1=C(C(=NS1)C)Cl